C(#N)C1=CC=C(C=N1)NC1=CC(=C(N=N1)C(=O)NC)NC[C@H]1CNCCO1 (R)-6-(6-cyanopyridin-3-ylamino)-N-methyl-4-(morpholin-2-ylmethylamino)pyridazine-3-carboxamide